C1=C(C=CC=2SC3=CC=CC=C3NC12)C(C)S(=O)(=O)N1C[C@@H](CCC1)C(=O)OCC ethyl (3R)-1-((1-(10H-phenothiazin-2-yl)ethyl)sulfonyl)piperidin-3-formate